dihydro-1,2,4-thiadiazol-5-one S1NCNC1=O